ethoxy-N-(5-methyl-1H-pyrazol-3-yl)pyrimidin-4-amine C(C)OC1=NC=CC(=N1)NC1=NNC(=C1)C